C12(CC3CC(CC(C1)C3)C2)CCC(C(C)NNC(NCC)=S)NNC(NCC)=S 2,2'-(5-((3r,5r,7r)-adamantan-1-yl)pentane-2,3-diyl)bis(N-ethylhydrazine-1-thiocarboxamide)